1,2-distearyl-sn-glycero-3-phosphate C(CCCCCCCCCCCCCCCCC)OC[C@@H](OCCCCCCCCCCCCCCCCCC)COP(=O)(O)O